N-{5-[2-(2-chloro-3-fluorophenyl)acetylamino]pyridazin-3-yl}-N-phenylacetamide ClC1=C(C=CC=C1F)CC(=O)NC=1C=C(N=NC1)N(C(C)=O)C1=CC=CC=C1